C(C)C1(CC2=CC=CC=C2C=2C=CC(=CC12)OC)CC 10,10-diethyl-2-methoxyphenanthrene